C(C)(C)(C)OC(NC1=CC=CC=C1)=O phenylcarbamic acid t-butyl ester